CC1=CC=C(C=C1)S(=O)(=O)O.FC1([C@@H](C1)C(=O)N1[C@H]2CN(C[C@@H]1CC2)C2=NC(=NC=C2)NC=2C=NN(C2)C)F ((S)-2,2-difluorocyclopropyl)((1R,5S)-3-(2-((1-methyl-1H-pyrazol-4-yl)amino)pyrimidin-4-yl)-3,8-diazabicyclo[3.2.1]octan-8-yl)methanone p-toluenesulfonic acid salt